C(#C)C1[C@@H]2CN(C[C@H]12)C(=O)OC(C)(C)C tert-Butyl (1R,5S,6s)-6-Ethynyl-3-azabicyclo[3.1.0]hexane-3-carboxylate